ON=C1CCC2=CC(=CC=C12)C=1C(=NN(C1)C1=CC=C(OCCN(C)N2C(C3=CC=CC=C3C2=O)=O)C=C1)C1=CC=NC=C1 ((2-(4-(4-(1-(hydroxyimino)-2,3-dihydro-1H-inden-5-yl)-3-(pyridin-4-yl)-1H-pyrazol-1-yl)phenoxy)ethyl)(methyl)amino)isoindoline-1,3-dione